F[C@@H]1C[C@H](N(C1)C(CN1C(=NC2=C1C=CC=C2)C)=O)C(=O)N[C@@H](C2=CC=CC=C2)C2=NC(=C(C=C2)C2(CC2)C)F (2S,4R)-4-fluoro-N-[(S)-[6-fluoro-5-(1-methylcyclopropyl)pyridin-2-yl](phenyl)methyl]-1-[2-(2-methyl-1H-1,3-benzodiazol-1-yl)acetyl]pyrrolidine-2-carboxamide